O[C@H]([C@H]1CN(C2=C(N1CC1=CC=C(C=C1)OC)N=CC=C2)C(=O)OC(C)(C)C)C2=CC=CC=C2 tert-butyl (3R)-3-[(S)-hydroxy(phenyl)methyl]-4-[(4-methoxyphenyl)methyl]-2H,3H-pyrido[2,3-b]pyrazine-1-carboxylate